N-methyl-formylhydrazine CN(N)C=O